3,4-DIFLUORO-N-(2-(INDOLIN-1-YL)ETHYL)BENZENESULFONAMIDE FC=1C=C(C=CC1F)S(=O)(=O)NCCN1CCC2=CC=CC=C12